C(C=C)(=O)O.C(C=C)(=O)O.C(C=C)(=O)O.C(COCCOCCO)O triethyleneglycol triacrylate